2-(tributylstannyl)-pyrimidine C(CCC)[Sn](C1=NC=CC=N1)(CCCC)CCCC